3-(glycidyloxy-1-isopropyloxy)-2-hydroxypropyl acrylate C(C=C)(=O)OCC(COC(C)(C)OCC1CO1)O